(3aR)-1-chloro-3,3-dimethyltetrahydro-1h,3h-pyrrolo[1,2-c][1,3,2]oxazaphosphole ClP1OC([C@@H]2N1CCC2)(C)C